1-N-(4-aminobenzyl)-3,6,10,13,16,19-hexaazabicyclo[6.6.6]-eicosan-1,8-diamin NC1=CC=C(CNC23CNCCNCC(CNCCNC2)(CNCCNC3)N)C=C1